N-(5-(5-((1s,3s)-3-methoxycyclobutoxy)benzo[d]oxazol-2-yl)-8-(methylamino)-2,7-naphthyridin-3-yl)cyclopropanecarboxamide COC1CC(C1)OC=1C=CC2=C(N=C(O2)C2=C3C=C(N=CC3=C(N=C2)NC)NC(=O)C2CC2)C1